Tert-butyl 3-(2-methylthiazol-5-yl)-7,8-dihydro-5H-1,6-naphthyridine-6-carboxylate CC=1SC(=CN1)C=1C=NC=2CCN(CC2C1)C(=O)OC(C)(C)C